CC1(C=CC(CC1)C(=C)C)O 1-methyl-4-(1-methylethenyl)-2-cyclohexen-1-ol